C1COCCC12CCNCC2 3-Oxa-9-azaspiro[5.5]undecan